NC1=NC=CC=C1C1=CC(=NO1)CC1=CC=C(CN2C(C=CC=C2)=O)C=C1 1-(4-((5-(2-aminopyridin-3-yl)isoxazol-3-yl)methyl)benzyl)pyridin-2(1H)-one